NC1=C(C=CC(=C1)N)C(C(=O)O)(CCCC(=O)O)C1=CC=C(C=C1)C=CC(C1=CC=CC=C1)=O 2-(2,4-Diaminophenyl)-2-[4-(3-oxo-3-phenylprop-1-enyl)phenyl]hexanedioic acid